1-(2-(chloromethyl)-3-fluoro-4-methoxyphenyl)-1H-tetrazole ClCC1=C(C=CC(=C1F)OC)N1N=NN=C1